methyl-phosphoryl-acetic acid CP(=O)=CC(=O)O